C(C)(C)(C)OC(=O)N1C[C@@H]2COC3=C(C(N2CC1)=O)C(=NC(=C3Cl)C3=C(C=CC=C3O)F)N3C(C(CC3)O)(C)C (6aR)-8-tert-butoxycarbonyl-1-(3-hydroxy-2,2-dimethylpyrrolidin-1-yl)-4-chloro-3-(2-fluoro-6-hydroxyphenyl)-6,6a,7,8,9,10-hexahydro-12H-pyrazino[2,1-c]pyrido[3,4-f][1,4]oxazepin-12-one